(5R)-3-cyclopropyl-5-ethyl-2-oxopyrrolidine-3-carbonitrile C1(CC1)C1(C(N[C@@H](C1)CC)=O)C#N